N-benzyl-3-chloropyrazin-2-amine C(C1=CC=CC=C1)NC1=NC=CN=C1Cl